C(C=C)(=O)N1CC(CCC1)NC1NC(C=2C(=NC=C(C21)F)NC2=CC=C(C=C2)OCCOC)=O (1-acryloylpiperidin-3-ylamino)-7-fluoro-4-(4-(2-methoxyethoxy)phenylamino)-1H-pyrrolo[3,4-c]pyridin-3(2H)-one